5-(2-((4-(trifluoromethoxy)phenyl)amino)pyridine-4-yl)-1H-indazol-3-amine FC(OC1=CC=C(C=C1)NC1=NC=CC(=C1)C=1C=C2C(=NNC2=CC1)N)(F)F